O1C(=CC=C1)C1=NC2=C(N1CCC1=CC3=CC=C(C=C3C=C1)OC)C=CC=C2 2-(2-furyl)-1-(2-(6-methoxy-2-naphthyl)ethyl)-1H-benzimidazole